OC1=CC=C(C=C1)NC(=O)[C@H]1[C@@H](C1)C1=CC=CC=C1 (trans)-N-(4-hydroxyphenyl)-2-phenyl-cyclopropane-carboxamide